CC(CC)C1=C(C=C(C=C1)C(CC)C)O 2,5-bis(1-methylpropyl)-phenol